C(C)(C)(C)OC(=O)N1CCC2(C=CC=3C(=C4CN(C(C4=CC3)=O)C3C(NC(CC3)=O)=O)O2)CC1 8'-(2,6-dioxopiperidin-3-yl)-7'-oxo-8',9'-dihydro-7'H-spiro[piperidin-4,2'-pyrano[2,3-e]isoindole]-1-carboxylic acid tert-butyl ester